N-(3-(2-(3-fluoro-4-(4-(2-methoxyethyl)piperazin-1-yl)anilino)-7H-pyrrolo[2,3-d]pyrimidin-4-yloxy)phenyl)acrylamide FC=1C=C(NC=2N=C(C3=C(N2)NC=C3)OC=3C=C(C=CC3)NC(C=C)=O)C=CC1N1CCN(CC1)CCOC